(R)-6-(4,4-difluoropiperidin-1-yl)-3-((4-hydroxy-1-(3-phenylbutanoyl)piperidin-4-yl)methyl)pyrimidin-4(3H)-one FC1(CCN(CC1)C1=CC(N(C=N1)CC1(CCN(CC1)C(C[C@@H](C)C1=CC=CC=C1)=O)O)=O)F